COC=CNCC(=O)O Methoxyvinyl-glycin